4-[2-(Ethylamino)-6-(6-{[(3S)-3-methylpiperidin-1-yl]methyl}-1-oxo-4-(trifluoromethyl)-3H-isoindol-2-yl)pyridin-4-yl]-3-(4-methyl-1,2,4-triazol-3-yl)benzonitrile C(C)NC1=NC(=CC(=C1)C1=C(C=C(C#N)C=C1)C1=NN=CN1C)N1C(C2=CC(=CC(=C2C1)C(F)(F)F)CN1C[C@H](CCC1)C)=O